FC1=C(C(=O)N([C@H]2CNCCC2)C2=NC=CC3=CC=CC(=C23)C)C=CC(=C1)NC1=NC=CC(=N1)CN1CCCC1 (R)-2-fluoro-N-(8-methylisoquinolin-1-yl)-N-(piperidin-3-yl)-4-((4-(pyrrolidin-1-ylmethyl)pyrimidin-2-yl)amino)benzamide